3-(aminomethyl)-1-benzyl-pyrrolidin-3-ol NCC1(CN(CC1)CC1=CC=CC=C1)O